tert-butyl 9-(6-hydroxy-4-oxo-quinazolin-3-yl)-3-azaspiro[5.5]undecane-3-carboxylate OC=1C=C2C(N(C=NC2=CC1)C1CCC2(CCN(CC2)C(=O)OC(C)(C)C)CC1)=O